C(C1=CC=CC=C1)OC1=C(C(=O)N2CC3=CC=C(C=C3C2)CN2CCN(CC2)CCOCCOCCOCCOCCOCCNC2=C3C(N(C(C3=CC=C2)=O)C2C(NC(CC2)=O)=O)=O)C(=CC(=C1C)O)O 4-((17-(4-((2-(2-(Benzyloxy)-4,6-dihydroxy-3-methylbenzoyl)isoindolin-5-yl)methyl)piperazin-1-yl)-3,6,9,12,15-pentaoxaheptadecyl)amino)-2-(2,6-dioxopiperidin-3-yl)isoindoline-1,3-dione